FCCOCCOC1=C(C=CC(=C1)\C=C\C1=CC=C(C=C1)[N+](=O)[O-])[N+](=O)[O-] (E)-2-(2-(2-fluoroethoxy)-ethoxy)-1-nitro-4-(4-nitrostyryl)benzene